3,3-difluoro-1-(4-nitrobenzyl)pyrrolidine FC1(CN(CC1)CC1=CC=C(C=C1)[N+](=O)[O-])F